({(3S)-1-[3-(phenylsulfonyl)-6-[(2-bromo-1,3-thiazole-4-carbonyl)amino]-2-(trifluoromethyl)phenyl]Piperidin-3-yl}methyl)carbamic acid tert-butyl ester C(C)(C)(C)OC(NC[C@H]1CN(CCC1)C1=C(C(=CC=C1NC(=O)C=1N=C(SC1)Br)S(=O)(=O)C1=CC=CC=C1)C(F)(F)F)=O